ClC1=C(C=CC=C1F)[C@@H]1N(CC(N(C1)C)=O)C=1C(=NC=CN1)C(=O)N[C@H](C)\C=C\S(=O)(=O)C ((S)-2-(2-Chloro-3-fluorophenyl)-4-methyl-5-oxopiperazin-1-yl)-N-((R,E)-4-(methylsulfonyl)but-3-en-2-yl)pyrazine-2-carboxamide